NCCS(=O)(=O)[O-].NCCS(=O)(=O)[O-].NCCS(=O)(=O)[O-].[Na+].[Na+].[Na+].C(C)C1(COC1)COCC1(COC1)CC 3-ethyl-3-[(3-ethyloxetan-3-yl)methoxymethyl]oxetan trisodium tritaurinate